(R)-N-(2-chloro-6-(3-methylmorpholino)pyridin-4-yl)-N-methyl-methanesulfonamide ClC1=NC(=CC(=C1)N(S(=O)(=O)C)C)N1[C@@H](COCC1)C